butoxycarbonylstyrene C(CCC)OC(=O)C=CC1=CC=CC=C1